(6-Amino-9-methyl-8-(2H-1,2,3-triazol-2-yl)-9H-purin-2-yl)butan-2-on NC1=C2N=C(N(C2=NC(=N1)CC(CC)=O)C)N1N=CC=N1